tert-Butyl-(1R,5S,6s)-6-((4-(5-chloro-7-(((R)-1-cyclobutylethyl)amino)-[1,2,4]triazolo[1,5-a]pyrimidin-6-yl)-3,5-difluorophenyl)ethynyl)-3-azabicyclo[3.1.0]hexane-3-carboxylic acid C(C)(C)(C)[C@@]12CN(C[C@H]2[C@H]1C#CC1=CC(=C(C(=C1)F)C=1C(=NC=2N(C1N[C@H](C)C1CCC1)N=CN2)Cl)F)C(=O)O